N-[2-carbamoyl-4-(4-cyclopropylpiperazin-1-yl)phenyl]-2-methylimidazo[1,2-b]pyridazine-2-carboxamide C(N)(=O)C1=C(C=CC(=C1)N1CCN(CC1)C1CC1)NC(=O)C1(N=C2N(N=CC=C2)C1)C